C(#N)C1(CC1)NS(=O)(=O)C1=CC=C2C3=C(N(C2=C1)C=1SC(=NN1)C(F)F)N=CN=C3N3CC(N(CC3)CC)=O N-(1-cyanocyclopropyl)-9-(5-(difluoromethyl)-1,3,4-thiadiazol-2-yl)-4-(4-ethyl-3-oxopiperazin-1-yl)-9H-pyrimido[4,5-b]indole-7-sulfonamide